(R)-3-((S)-2-aminopropoxy)-1-((3S,4S)-3-hydroxy-1-(5-(trifluoromethyl)pyrimidin-2-yl)piperidin-4-yl)pyrrolidin-2-one hydrochloride Cl.N[C@H](CO[C@H]1C(N(CC1)[C@@H]1[C@H](CN(CC1)C1=NC=C(C=N1)C(F)(F)F)O)=O)C